C(CCCCCCCCCCCCCCC)(=O)OC(C)C Hexadecanoic acid, 1-methylethyl ester